N1-((6-Fluoroisoquinolin-1-yl)methyl)-N1-(5,6,7,8-tetrahydroquinolin-8-yl)butane-1,4-diamine FC=1C=C2C=CN=C(C2=CC1)CN(CCCCN)C1CCCC=2C=CC=NC12